ClC1=CC=C(S1)CNC1=CC(=NN1C(C(C)(C)C)=O)C1CCN(CC1)C(=O)N1CCOCC1 1-(5-[(5-chlorothiophen-2-yl)methyl]amino-3-[1-(morpholine-4-carbonyl)piperidin-4-yl]-1H-pyrazol-1-yl)-2,2-dimethylpropan-1-one